N-[5-tert-butyl-2-(3-chlorophenyl)pyrazol-3-yl]carbamic acid 2,2,2-trichloroethyl ester ClC(COC(NC=1N(N=C(C1)C(C)(C)C)C1=CC(=CC=C1)Cl)=O)(Cl)Cl